C[C@H]1[C@H]2[C@H](C[C@H]3[C@@H]4CC=C5CCCC[C@]5(C)[C@H]4CC[C@]23C)O[C@]12CC[C@@H](C)CO2 (25R)-Spirostan-5-en